Cl.Cl.O(CC(=O)NCCOCCOCCNS(=O)(=O)C1=CC=C(C=C1)[C@@H]1CN(CC2=C(C=C(C=C12)Cl)Cl)C)CC(=O)NCCOCCOCCNS(=O)(=O)C1=CC=C(C=C1)[C@@H]1CN(CC2=C(C=C(C=C12)Cl)Cl)C |o1:25,60| 2,2'-oxybis(N-(2-(2-(2-(4-((S or R)-6,8-dichloro-2-methyl-1,2,3,4-tetrahydroisoquinolin-4-yl)phenylsulfonamido)ethoxy)ethoxy)ethyl)acetamide)-bis-hydrochloride salt